FC(C(C(C(S(=O)(=O)[O-])(F)F)(F)F)(F)F)(F)F.C(C)(C)(C)C=1C(=C(C=CC1)[I+]C1=CC=CC=C1)C(C)(C)C Ditertiary butyl-diphenyliodonium nonafluorobutanesulfonate